Cl.CC1=NC(=NO1)C1=CC=C(C=C1)CN (4-(5-methyl-1,2,4-oxadiazol-3-yl)phenyl)methanamine hydrochloride